COC(/C=C/[C@H]1N(CCOC1)C(=O)OC(C)(C)C)=O tert-butyl (3R)-3-[(E)-3-methoxy-3-oxo-prop-1-enyl]morpholine-4-carboxylate